N-methyl-2-((4-(phenylamino)-2-(1-(pyridin-3-ylmethyl)-1H-pyrazol-3-yl)phenyl)amino)ethane-1-sulfonamide CNS(=O)(=O)CCNC1=C(C=C(C=C1)NC1=CC=CC=C1)C1=NN(C=C1)CC=1C=NC=CC1